4-allyl-5-bromo-6-fluoro-3-oxo-3,4-dihydroquinoxaline-1(2H)-carboxylic acid tert-butyl ester C(C)(C)(C)OC(=O)N1CC(N(C2=C(C(=CC=C12)F)Br)CC=C)=O